C(C)(C)(C)C1=CC(=CC(=C1O)C)C 6-tert.-Butyl-2,4-dimethyl-phenol